(4-Cyano-7-(4-isopropylphenyl)-2,3-dihydrobenzofuran-5-yl)-2-methyloxirane-2-carboxamide C(#N)C1=C(C=C(C2=C1CCO2)C2=CC=C(C=C2)C(C)C)C2C(O2)(C(=O)N)C